FC(C(F)(F)F)(C=1N=CC(=NC1)N1N=C(C=2C[C@@H]3[C@H](C12)C3)C(=O)O)F (1aR,5aR)-2-(5-(perfluoroethyl)pyrazin-2-yl)-1a,2,5,5a-tetrahydro-1H-2,3-diaza-cyclopropa[a]pentalene-4-carboxylic Acid